C(C)(C)(C)OC(=O)N1CCN(CC1)CCCC(C(C)C)=O 4-(5-Methyl-4-oxohexyl)piperazine-1-carboxylic acid tert-butyl ester